N1C=C(C2=CC=CC=C12)C(CNC(C1=CC=CC=C1)=O)C1=CC=C(C=C1)OC N-(2-(1H-indol-3-yl)-2-(4-methoxyphenyl)ethyl)benzamide